tertButyl (S,E)-(3-(3-(methyl((2-methylbenzofuran-3-yl)methyl)amino)-3-oxoprop-1-en-1-yl)-8-oxo-6,7,8,9-tetrahydro-5H-pyrido[2,3-b]azepin-7-yl)carbamate CN(C(/C=C/C1=CC2=C(NC([C@H](CC2)NC(OC(C)(C)C)=O)=O)N=C1)=O)CC1=C(OC2=C1C=CC=C2)C